C1=CC=CC=2OC3=CC=CC=C3N(C12)CCCS(=O)(=O)Cl 3-(10H-phenoxazin-10-yl)propane-1-sulfonyl chloride